5-(3-(2,2-difluoroethyl)-2-methyl-3H-imidazo[4,5-b]pyridin-5-yl)-N-(3,3,3-trifluoro-2,2-dimethylpropyl)pyrrolo[2,1-f][1,2,4]triazin-2-amine FC(CN1C(=NC=2C1=NC(=CC2)C=2C=CN1N=C(N=CC12)NCC(C(F)(F)F)(C)C)C)F